(2R,9aR)-5-Hydroxy-2-isopropyl-6,10-dioxo-3,4,6,9,9a,10-hexahydro-2H-1-oxa-4a,8a-diaza-anthracen OC1=C2C(N3CC[C@@H](O[C@@H]3CN2C=CC1=O)C(C)C)=O